2-[2-[4-fluoro-2-[3-methyl-1-(2-methylpropyl)pyrazol-4-yl]oxyphenyl]pyrimidin-5-yl]ethylamine FC1=CC(=C(C=C1)C1=NC=C(C=N1)CCN)OC=1C(=NN(C1)CC(C)C)C